ferrocenyl bromide [C-]1(C=CC=C1)Br.[CH-]1C=CC=C1.[Fe+2]